C[C@@H]1[C@H](C1)C(=O)O (1s,2s)-2-methylcyclopropanecarboxylic acid